3-[3-[[ethyl(methyl)sulfamoyl]amino]-2,6-difluoro-benzoyl]-5-(5-methylsulfonyl-6-piperazin-1-yl-3-pyridyl)-1H-pyrrolo[2,3-b]pyridine C(C)N(S(=O)(=O)NC=1C(=C(C(=O)C2=CNC3=NC=C(C=C32)C=3C=NC(=C(C3)S(=O)(=O)C)N3CCNCC3)C(=CC1)F)F)C